[4-(6-amino-5-chloro-pyrimidin-4-yl)oxy-3-fluorophenyl]-1-phenyl-triazole-4-carboxamide NC1=C(C(=NC=N1)OC1=C(C=C(C=C1)C1=C(N=NN1C1=CC=CC=C1)C(=O)N)F)Cl